β-glucopyranose hydrochloride Cl.O[C@H]1[C@H](O)[C@@H](O)[C@H](O)[C@H](O1)CO